1-(5-fluoropentyl)azetidin FCCCCCN1CCC1